C(C1=CC=CO1)NC1=CC=CC=C1 furfuryl-aniline